2-bromo-5-(4-methyltriazol-1-yl)phenol BrC1=C(C=C(C=C1)N1N=NC(=C1)C)O